3-((4-(2-((1-(5-chloro-1-(2-hydroxyethyl)-6-oxo-1,6-dihydropyridazin-4-yl)pyrrolidin-3-yl)oxy)pyridin-4-yl)-3,5-dimethyl-1H-pyrazol-1-yl)methyl)bicyclo[1.1.1]pentane-1-carbonitrile ClC1=C(C=NN(C1=O)CCO)N1CC(CC1)OC1=NC=CC(=C1)C=1C(=NN(C1C)CC12CC(C1)(C2)C#N)C